N-[(1S,9S)-9-ethyl-5-fluoro-9-hydroxy-4-methyl-10,13-dioxo-2,3,9,10,13,15-hexahydro-1H,12H-benzo[de]pyrano[3',4':6,7]indolizino[1,2-b]quinolin-1-yl]-2,2,2-trifluoroacetamide C(C)[C@]1(C(OCC=2C(N3CC=4C(=NC=5C=C(C(=C6C5C4[C@H](CC6)NC(C(F)(F)F)=O)C)F)C3=CC21)=O)=O)O